C[C@@]12C(CC[C@H]1[C@@H]1CCC3=CC(CC[C@]3(C)[C@H]1C(C2)=O)=O)=O 4-androstene-3,11,17-trione